CON(C(/C=C/[C@H]1C([C@H]1[C@H]1N(C(OC1)(C)C)C(=O)OC(C)(C)C)(C)C)=O)C tert-butyl (4R)-4-[(1S,3R)-3-[(E)-3-[methoxy(methyl)amino]-3-oxo-prop-1-enyl]-2,2-dimethyl-cyclopropyl]-2,2-dimethyl-oxazolidine-3-carboxylate